3-((5-(hydroxymethyl)-2-(methylsulfanyl)pyrimidin-4-yl)amino)-2-methylcyclopentan-1-ol OCC=1C(=NC(=NC1)SC)NC1C(C(CC1)O)C